ClC1=C2C=C(N(C2=CC=C1)C)C1CC1 4-Chloro-2-cyclopropyl-1-methyl-1H-indole